(2,6-dimethylphenyl)-D-alanine CC1=C(C(=CC=C1)C)N[C@H](C)C(=O)O